OC[C@@H]([C@H](C(=O)N(C)OC)C)C=C (2R,3R)-3-(HYDROXYMETHYL)-N-METHOXY-N,2-DIMETHYLPENT-4-ENAMIDE